O=C1NC(CCC1N1C(C2=CC=C(C=C2C1=O)NCCCCC(=O)N1CCN(CC1)C1=NC(=CC=C1)C1=CN=C2N1N=C(C=C2)N2[C@H](CCC2)C2=CC(=CC=C2)F)=O)=O 2-(2,6-Dioxopiperidin-3-yl)-5-((5-(4-(6-(6-((R)-2-(3-fluorophenyl)pyrrolidin-1-yl)imidazo[1,2-b]pyridazin-3-yl)pyridin-2-yl)piperazin-1-yl)-5-oxopentyl)amino)isoindoline-1,3-dione